NC=1C=2N(N=C(C1)C(=O)NC1=C(C(=O)[O-])C=C(C(=C1)C#C)F)N=NN2.[Li+] lithium 2-(8-aminotetrazolo[1,5-b]pyridazine-6-carboxamido)-4-ethynyl-5-fluorobenzoate